N-(2-((6-(2,6-dichloro-3,5-dimethoxyphenyl)-8-(((1-methyl-1H-pyrazol-4-yl)methyl)amino)pyrido[3,4]pyrimidin-2-yl)amino)-3-methylphenyl)acrylamide ClC1=C(C(=C(C=C1OC)OC)Cl)N1CC=2C=NC(=NC2C(=C1)NCC=1C=NN(C1)C)NC1=C(C=CC=C1C)NC(C=C)=O